6-((6-Fluoropyridin-2-yl)amino)-N-methoxy-4-((4-methyl-2-(N-methylmethylsulfonamido)phenyl)amino)nicotinamide FC1=CC=CC(=N1)NC1=NC=C(C(=O)NOC)C(=C1)NC1=C(C=C(C=C1)C)N(S(=O)(=O)C)C